(R)-N-(1-(3-cyano-5-methylphenyl)ethyl)-2-methylpropanesulfinamide C(#N)C=1C=C(C=C(C1)C)C(C)N[S@](=O)CC(C)C